ClC=1C=C(C=C(C1F)C)C1OCCO1 (3-chloro-4-fluoro-5-methylphenyl)-1,3-dioxolane